C1=CC=CC=2C3=CC=CC=C3OP(C12)OC1=C(C=CC=C1)O 9,10-dihydro-9-oxa-10-phosphaphenanthrene-10-yloxy-phenol